caryophyllane CC1CCCC(C2CC(C2CC1)(C)C)C